3-(3,5-difluorophenyl)-N-[(4S)-3,4-dihydro-2H-1-benzopyran-4-yl]-8-(2-fluoroprop-2-yl)-2-methylimidazo[1,2-b]pyridazine-7-carboxamide FC=1C=C(C=C(C1)F)C1=C(N=C2N1N=CC(=C2C(C)(C)F)C(=O)N[C@H]2CCOC1=C2C=CC=C1)C